NC(C)(C)C=1C=C(C=C2C(N(C(=NC12)C1CCOCC1)C)=O)C 8-(2-aminopropan-2-yl)-3,6-dimethyl-2-(tetrahydro-2H-pyran-4-yl)quinazolin-4(3H)-one